O=C(OCC1=CC=CC=C1)NCCC(NCCOCCOCCC(=O)O)=O 3,7-dioxo-1-phenyl-2,11,14-trioxa-4,8-diazaheptadecan-17-oic acid